C(C)(C)(C)OC(=O)NC1(CCOCC1)C(=O)NC1(CC1)C1=C(C=C(C(=O)OC)C=C1)F Methyl 4-[1-[[4-(tert-butoxycarbonylamino)tetrahydropyran-4-carbonyl]amino]cyclopropyl]-3-fluoro-benzoate